BrC=1C=C(C=C(C1)C)/C=C/C(=O)OCC ethyl (E)-3-(3-bromo-5-methylphenyl)acrylate